9-(4-(2,5-dimethylthiazol-4-yl)benzyl)-2-(2-isopropylphenyl)-7,9-dihydro-8H-purin-8-one CC=1SC(=C(N1)C1=CC=C(CN2C3=NC(=NC=C3NC2=O)C2=C(C=CC=C2)C(C)C)C=C1)C